tert-butyl N-hydroxy-N-[(1S)-3-hydroxy-1-(2-methyloxazol-4-yl)propyl]carbamate ON(C(OC(C)(C)C)=O)[C@@H](CCO)C=1N=C(OC1)C